C1(=CCCC=C1)C(=O)C=O 3,4-DIHYDROPHENYLGLYOXAL